(S)-3-(8-(1'-(1-(3-amino-6-(2-hydroxyphenyl)pyridazin-4-yl)-1H-pyrazol-4-yl)-[1,4'-bipiperidin]-4-yl)-2,3-dihydro-4H-benzo[b][1,4]oxazin-4-yl)piperidine-2,6-dione NC=1N=NC(=CC1N1N=CC(=C1)N1CCC(CC1)N1CCC(CC1)C1=CC=CC2=C1OCCN2[C@@H]2C(NC(CC2)=O)=O)C2=C(C=CC=C2)O